(S)-3-(1-hydroxypropan-2-yl)-8-(1H-pyrazol-4-yl)-6-(5-(trifluoromethyl)pyridin-2-yl)pyrido[3,4-d]pyrimidin-4(3H)-one OC[C@H](C)N1C=NC2=C(C1=O)C=C(N=C2C=2C=NNC2)C2=NC=C(C=C2)C(F)(F)F